S1(CCCC1)(=O)=O tetrahydrothiophen-1,1-dioxide